N-(3-(dimethylamino)propyl)-4-(8-hydroxyquinoxalin-6-yl)benzamide CN(CCCNC(C1=CC=C(C=C1)C=1C=C2N=CC=NC2=C(C1)O)=O)C